N=1NC=C2C1CN(C2)C2=NC=CC(=N2)C2=NC=CC(=N2)C#CC=2C=C1C=NNC1=CC2 5-((2'-(2,6-dihydropyrrolo[3,4-c]pyrazol-5(4H)-yl)-[2,4'-bipyrimidin]-4-yl)ethynyl)-1H-indazole